C(C=C)(=O)N1CC(CC1)N1C(N(C2=CC=CC=C2C1=O)C1=CC=C(C=C1)C(F)(F)F)=O 3-(1-acryloylpyrrolidin-3-yl)-1-(4-(trifluoromethyl)phenyl)quinazoline-2,4(1H,3H)-dione